OC1=CC=C(C=C1)C(C)(C1=CC=C(C=C1)O)C1=CC=C(C=C1)O tri(4-hydroxyphenyl)ethane